C(C=C)NC(=S)OCC N-allyl-thiourethane